C(N)(S)=S.C(CCC)[Ba]CCCC dibutyl-barium dithiocarbamate